(3R)-3-(4-chlorophenyl)-2-[(5-chloropyridin-2-yl)methyl]-6-(1-{1-[2-(dimethylamino)acetyl]piperidin-4-yl}-1-hydroxyethyl)-4-fluoro-3-methoxy-2,3-dihydro-1H-isoindol-1-one ClC1=CC=C(C=C1)[C@@]1(N(C(C2=CC(=CC(=C12)F)C(C)(O)C1CCN(CC1)C(CN(C)C)=O)=O)CC1=NC=C(C=C1)Cl)OC